FC1=C(CNC2CCC(CC2)C(=O)N2CC(C3=NC(=CC=C32)C)(C)C)C=CC=C1 ((1r,4r)-4-((2-Fluorobenzyl)amino)cyclohexyl)(3,3,5-trimethyl-2,3-dihydro-1H-pyrrolo[3,2-b]pyridin-1-yl)methanone